N1C(=NC2=C1C=CC=C2)C2=CC(=NN2CC2=CC=C(C=C2)OC)NC(=O)C=2C=CC(=NC2)N2[C@@H](CCC2)C(=O)OCC ethyl (2S)-1-[5-[[5-(1H-benzimidazol-2-yl)-1-[(4-methoxyphenyl)-methyl]pyrazol-3-yl]carbamoyl]-2-pyridyl]pyrrolidine-2-carboxylate